(S)-N-(6-(difluoromethyl)pyridin-2-yl)-6-isopropoxy-2-(tetrahydro-2H-pyran-3-yl)-2H-indazole-5-carboxamide FC(C1=CC=CC(=N1)NC(=O)C1=CC2=CN(N=C2C=C1OC(C)C)[C@@H]1COCCC1)F